3-[4-[1-[[2-[4-[4-(aminomethyl)-3-methyl-phenyl]pyrrolo[2,1-f][1,2,4]triazin-6-yl]cyclopropyl]methyl]-4-piperidyl]anilino]piperidine-2,6-dione NCC1=C(C=C(C=C1)C1=NC=NN2C1=CC(=C2)C2C(C2)CN2CCC(CC2)C2=CC=C(NC1C(NC(CC1)=O)=O)C=C2)C